ClC=1C(=CC(=C(N)C1)C)N1CCC(CC1)C(F)(F)F 5-chloro-2-methyl-4-(4-(trifluoromethyl)piperidin-1-yl)aniline